OCC=1C=C(C=C(C1)C(F)(F)F)NC(N(C1CC2(CN(C2)C(=O)C=2C=NN3C2SC=C3)C1)C)=O 3-(3-(hydroxymethyl)-5-(trifluoromethyl)phenyl)-1-methyl-1-(2-(pyrazolo[5,1-b]thiazole-7-carbonyl)-2-azaspiro[3.3]heptan-6-yl)urea